NC=1SC(=CN1)C(=O)NC1=C(C=C(C(=C1)C(NC=1SC=C(N1)C1CC1)=O)F)C 2-Amino-N-[5-[(4-cyclopropyl-1,3-thiazol-2-yl)carbamoyl]-4-fluoro-2-methylphenyl]-1,3-thiazole-5-carboxamide